tert-butyl 2-(2,5-dichlorophenyl)cyclopropane-1-carboxylate ClC1=C(C=C(C=C1)Cl)C1C(C1)C(=O)OC(C)(C)C